4-phenyl-4,5-dihydroimidazo[1,5,4-de][1,4]benzoxazin-2(1H)-one C1(=CC=CC=C1)C1COC2=C3N1C(NC3=CC=C2)=O